C(CC)[C@@H](C(=O)O)CCCCCC (R)-2-propyloctanoic acid